((6-(1-(tert-butoxycarbonyl)piperidin-4-yl)pyridin-2-yloxy)methyl)-3-methoxybenzoic acid C(C)(C)(C)OC(=O)N1CCC(CC1)C1=CC=CC(=N1)OCC1=C(C(=O)O)C=CC=C1OC